N-(5-bromo-4-fluoro-2-((3S,5S)-3,4,5-trimethylpiperazin-1-yl)phenyl)-4-fluoro-2-(trifluoromethyl)benzamide BrC=1C(=CC(=C(C1)NC(C1=C(C=C(C=C1)F)C(F)(F)F)=O)N1C[C@@H](N([C@H](C1)C)C)C)F